BrC=1C=C2C(=NC(=NC2=CC1)C)N[C@@H](C)C1=C(C(=CC=C1)C(F)F)F (S)-6-bromo-N-(1-(3-(difluoromethyl)-2-fluorophenyl)ethyl)-2-methylquinazolin-4-amine